2-(4-cyclopropyl-2-(trifluoromethyl)phenyl)-2,3,4,5a,6,7,8,9-octahydro-5H-1,2,5,7-tetraazabenzo[cd]azulene-5-carboxylate C1(CC1)C1=CC(=C(C=C1)N1N=C2CCNCC3C2=C1CCN3C(=O)[O-])C(F)(F)F